ClC1=C(C=CC(=C1OC)Cl)B(O)O 2,4-DICHLORO-3-METHOXYPHENYLBORONIC ACID